1-benzyl-5-(2,6-dimethyl-4-nitrophenoxy)pyridin-2(1H)-one C(C1=CC=CC=C1)N1C(C=CC(=C1)OC1=C(C=C(C=C1C)[N+](=O)[O-])C)=O